C(C)(C)(C)C1=CC=C(C=C1)CN1C(CCC1CC(=O)N1CC(OC(C1)C)C)=O 1-[(4-tert-butylphenyl)methyl]-5-[2-(2,6-dimethylmorpholin-4-yl)-2-oxoethyl]pyrrolidin-2-on